6-bromo-N'-[4-[tert-butyl(dimethyl)silyl]oxy-2-ethyl-phenyl]-4-cyclopentyl-sulfanyl-pyrrolo[1,2-b]pyridazine-3-carboxamidine BrC=1C=C2N(N=C(C(=C2C2CCCC2)C(=NC2=C(C=C(C=C2)O[Si](C)(C)C(C)(C)C)CC)N)S)C1